(R)-(3-aminopiperidin-1-yl)(2-(7-chloro-1-(cyclopropylmethyl)-1H-indol-2-yl)-3,4-dihydro-5-oxa-1,2a-diazaacenaphthylen-7-yl)methanone N[C@H]1CN(CCC1)C(=O)C=1C=C2OCCN3C(=NC(C1)=C32)C=3N(C2=C(C=CC=C2C3)Cl)CC3CC3